NC1=C(C(=O)NN)C=C(C(=C1)C(=O)NN)N 2,5-diaminoterephthalhydrazide